N-(3-methyl-4-(4-methylpiperazin-1-yl)benzyl)-4,9-dioxo-4,9-dihydrothiazolo[5,4-g]isoquinoline-2-carboxamide CC=1C=C(CNC(=O)C=2SC=3C(C=4C=CN=CC4C(C3N2)=O)=O)C=CC1N1CCN(CC1)C